C=1C2=CC=3N(C(C=NC3)=O)C21 3H-cyclopropa[4,5]pyrrolo[1,2-a]pyrazin-3-one